6-(4-(6-((2,4-difluorobenzyl)amino)-4-((5-methyl-1H-pyrazol-3-yl)amino)-1H-pyrazolo[3,4-d]pyrimidin-1-yl)piperidin-1-yl)-6-oxohexanoic acid FC1=C(CNC2=NC(=C3C(=N2)N(N=C3)C3CCN(CC3)C(CCCCC(=O)O)=O)NC3=NNC(=C3)C)C=CC(=C1)F